O=C1NC(CCC1N1C(N(C2=C1C=CC(=C2)C=2C=CC(=NC2)N2CCN(CCC2)CC2CCN(CC2)C(=O)OC(C)(C)C)C)=O)=O Tert-butyl 4-((4-(5-(1-(2,6-dioxopiperidin-3-yl)-3-methyl-2-oxo-2,3-dihydro-1H-benzo[d]imidazol-5-yl)pyridin-2-yl)-1,4-diazepan-1-yl)methyl)piperidine-1-carboxylate